trans-4-tert-butoxycarbonyl-aminocyclohexanecarboxylic acid C(C)(C)(C)OC(=O)C1CCC(CC1)(C(=O)O)N